ClC1=C(C=CC=C1)C1(CC2(C1)NC(N(C2=O)C2=CN=CC1=CC=CC=C21)=O)C(F)(F)F 2-(2-chlorophenyl)-7-(isoquinolin-4-yl)-2-(trifluoromethyl)-5,7-diazaspiro[3.4]octane-6,8-dione